4-{[3-methoxy-4-(2-methyl-2H-1,2,3,4-tetrazol-5-yl)pyridin-2-yl]amino}-N-(2H3)methyl-6-[(4-methylpyridin-2-yl)amino]pyridine-3-carboxamide COC=1C(=NC=CC1C=1N=NN(N1)C)NC1=C(C=NC(=C1)NC1=NC=CC(=C1)C)C(=O)NC([2H])([2H])[2H]